5-Formyl-4-methyl-1-[(4-methyl-3,3-dioxido-1,3,4-oxathiazinan-6-yl)methyl]-1H-indole-2-carbonitrile C(=O)C=1C(=C2C=C(N(C2=CC1)CC1CN(S(CO1)(=O)=O)C)C#N)C